((4'-((2-(tert-butyl)-1H-imidazol-1-yl)methyl)-5-propyl-[1,1'-biphenyl]-2-yl)sulfonyl)carbamic acid methyl ester COC(NS(=O)(=O)C1=C(C=C(C=C1)CCC)C1=CC=C(C=C1)CN1C(=NC=C1)C(C)(C)C)=O